N-(4-bromophenyl)-N-phenyl-[1,1':3',1''-terphenyl]-5'-amine BrC1=CC=C(C=C1)N(C=1C=C(C=C(C1)C1=CC=CC=C1)C1=CC=CC=C1)C1=CC=CC=C1